γ-(2-Aminoethyl)aminopropylmethyldimethoxysilane NCCNCCC[Si](OC)(OC)C